CC1=C(C=CC(=C1)C)N(C(=O)Cl)C (2,4-dimethylphenyl)(methyl)carbamic chloride